2-fluoro-6-bromobenzaldehyde FC1=C(C=O)C(=CC=C1)Br